C(CCCCCCCC)NC(CCC(=O)OO)=O 4-nonylamino-4-oxoperoxybutyric acid